2,6-di-t-Butyl-4-s-butylphenol C(C)(C)(C)C1=C(C(=CC(=C1)C(C)CC)C(C)(C)C)O